ClC=1C(=C(C=CC1)NC(=S)C1=C(CCN(C1=O)C(=O)OC(C)(C)C)O)OC tert-butyl 5-((3-chloro-2-methoxyphenyl)carbamothioyl)-4-hydroxy-6-oxo-3,6-dihydropyridine-1(2H)-carboxylate